[Cl-].C[N+](CC(COC(C(=C)C)=O)O)(C)C N,N,N-trimethyl-N-(2-hydroxy-3-methacryloyloxypropyl)ammonium chloride